N=1N=CNCC1 4,5-dihydro-1,2,4-triazin